2-benzyloxyethanol C(C1=CC=CC=C1)OCCO